FC=1C=2C3=C(C(NC3=CC1)=O)C=C(C2)CN2C[C@H](CCC2)C 6-fluoro-4-(((S)-3-methylpiperidin-1-yl)methyl)benzo[cd]indol-2(1H)-one